4-(1H-benzimidazol-2-yl)-N-(3-methoxyphenyl)benzamide N1C(=NC2=C1C=CC=C2)C2=CC=C(C(=O)NC1=CC(=CC=C1)OC)C=C2